(2-acetamidothiazol-5-ylmethyl)-N-cyclohexylpiperidine-4-carboxamide C(C)(=O)NC=1SC(=CN1)CN1CCC(CC1)C(=O)NC1CCCCC1